FC(F)(F)C1=NC2(C(O1)=O)CCCC2 (trifluoromethyl)-3-oxa-1-azaspiro[4.4]non-1-en-4-one